ClC1=CC=C(CN2C(C=3CN(CCC3C3=C2NN=C3)C(C=3C=C(C#N)C=CC3)([2H])[2H])=O)C=C1 3-((4-(4-chlorobenzyl)-5-oxo-3,4,5,6,8,9-hexahydro-7H-pyrazolo[3,4-c][2,7]naphthyridin-7-yl)methyl-d2)benzonitrile